((2R,6R)-4-(1H-indole-2-carbonyl)-2,6-dimethylpiperazin-1-yl)(2-fluoro-4-methoxyphenyl)methanone N1C(=CC2=CC=CC=C12)C(=O)N1C[C@H](N([C@@H](C1)C)C(=O)C1=C(C=C(C=C1)OC)F)C